5-allyl-6-methyl-1-(tetrahydro-2H-pyran-2-yl)-4-(4,4,5,5-tetramethyl-1,3,2-dioxaborolan-2-yl)-1H-indazole C(C=C)C=1C(=C2C=NN(C2=CC1C)C1OCCCC1)B1OC(C(O1)(C)C)(C)C